NC=1C=CC(=NC1C)C1=C(C(=NO1)C)NC(O[C@H](C)C1=C(C=CC=C1)Cl)=O (1R)-1-(2-chlorophenyl)ethyl N-[5-(5-amino-6-methylpyridin-2-yl)-3-methyl-1,2-oxazol-4-yl]carbamate